Lithium bis(trimethylsilyl)amid 2,5-Dioxopyrrolidin-1-yl-3-(2-(2-(3-(2,5-dioxo-2h-pyrrol-1(5h)-yl)propanamido)ethoxy)ethoxy)propanoate O=C1N(C(CC1)=O)C(C(=O)O)COCCOCCNC(CCN1C(C=CC1=O)=O)=O.C[Si](C)(C)[N-][Si](C)(C)C.[Li+]